COC1=C2C(=CC(=C1)O2)OC 2,6-dimethoxy-1,4-phenylene oxide